C(C)(C)(C)OC(=O)N[C@H](C(=O)N[C@H](C(=O)OC)CC=1C(=NC=CC1)O)CC(C)C methyl (S)-2-((S)-2-((tert.-butoxycarbonyl)amino)-4-methylpentanamido)-3-(2-hydroxypyridin-3-yl)propanoate